C(C)OC(\C=C\C1=CC(OC)=C(O)C(OC)=C1)=O sinapic acid ethyl ester